methyl 2-((2-(3-((tert-butoxycarbonyl)amino)prop-1-yn-1-yl)-4-fluorophenyl)amino)-4-fluoro-5-(trifluoromethyl)benzoate C(C)(C)(C)OC(=O)NCC#CC1=C(C=CC(=C1)F)NC1=C(C(=O)OC)C=C(C(=C1)F)C(F)(F)F